(R)-3-((tert-butyldimethylsilyl)oxy)pyrrolidin-2-one [Si](C)(C)(C(C)(C)C)O[C@H]1C(NCC1)=O